1-chloro-2-(chloromethyl)-3,4-difluorobenzene ClC1=C(C(=C(C=C1)F)F)CCl